ClC=1C=C(C=CC1)[Si]1(C2=C(C3=C(C4=C1C=CC=C4)C=CC=C3)C=CC=C2)C2=CC=CC=C2 9-(3-chlorophenyl)-9-phenyl-9H-tribenzo[b,d,f]silepine